1-(5-tert-butyl-isoxazol-3-yl)-3-[4-(5-fluoro-benzimidazol-1-yl)-phenyl]-urea C(C)(C)(C)C1=CC(=NO1)NC(=O)NC1=CC=C(C=C1)N1C=NC2=C1C=CC(=C2)F